C=C1CC(CCC1)=C 1,3-bis(methylene)cyclohexane